2-(4-methylbenzyl)-1H-isoindole-1,3-dione CC1=CC=C(CN2C(C3=CC=CC=C3C2=O)=O)C=C1